tritriazole ammonium chloride [Cl-].[NH4+].N1N=NC=C1.N1N=NC=C1.N1N=NC=C1